5-bromo-2-(tetrahydro-2H-pyran-4-yl)-1-((2-(trimethylsilyl)ethoxy)methyl)-1,2-dihydro-3H-pyrazolo[3,4-b]pyridin-3-one BrC=1C=C2C(=NC1)N(N(C2=O)C2CCOCC2)COCC[Si](C)(C)C